C1C(OOCC1)=O 4,3-dioxan-2-one